COC1=CC=C(CNC(=O)NC2CC3(C2)CC(C3)C(=O)N3CCCC2=CC=C(C=C32)C)C=C1 1-(4-methoxybenzyl)-3-(6-(7-methyl-1,2,3,4-tetrahydroquinoline-1-carbonyl)spiro[3.3]heptan-2-yl)urea